CC1=C(C(=C(C(=N1)N=NC2=C(C=C(C=C2)S(=O)(=O)[O-])S(=O)(=O)[O-])COP(=O)([O-])[O-])C=O)O.[Na+].[Na+].[Na+].[Na+] The molecule is an organic sodium salt that is the tetrasodium salt of 5'-phosphopyridoxal-6-azobenzene-2,4-disulfonic acid It has a role as a purinergic receptor P2X antagonist. It is an organic sodium salt and an organosulfonate salt. It contains a 5'-phosphonatopyridoxal-6-azobenzene-2,4-disulfonate.